2-(3-((4-((2-((diphenylmethylene)amino)-4-phenylthiazol-5-yl)oxy)pyridin-2-yl)amino)phenyl)propane-2-ol C1(=CC=CC=C1)C(C1=CC=CC=C1)=NC=1SC(=C(N1)C1=CC=CC=C1)OC1=CC(=NC=C1)NC=1C=C(C=CC1)C(C)(C)O